[Al+3].O(C=1C(=NC2=C(C=CC=C2C1)[O-])C)C=1C(=NC2=C(C=CC=C2C1)[O-])C.O(C=1C(=NC2=C(C=CC=C2C1)[O-])C)C=1C(=NC2=C(C=CC=C2C1)[O-])C.O(C=1C(=NC2=C(C=CC=C2C1)[O-])C)C=1C(=NC2=C(C=CC=C2C1)[O-])C.[Al+3] oxo-bis(2-Methyl-8-quinolinolate) aluminum